3-methoxy-1-[2-(trifluoromethyl)pyrimidin-5-yl]-1H-pyrazole-4-carbonitrile COC1=NN(C=C1C#N)C=1C=NC(=NC1)C(F)(F)F